C(C=C)C1=C(C=2N(N=C1Cl)C(=NN2)C2=CC(=CC=C2)OC(F)(F)F)O 7-Allyl-6-chloro-3-(3-trifluoromethoxy-phenyl)-[1,2,4]triazolo[4,3-b]pyridazin-8-ol